22-(2,4-dioxo-thiazolidin-5-yl)-5β-cholane O=C1SC(C(N1)=O)C(CC)[C@@H](C)[C@H]1CC[C@H]2[C@@H]3CC[C@@H]4CCCC[C@]4(C)[C@H]3CC[C@]12C